COC1=CC=C(CN(C=2C(N(C(=C(C2)Br)C(F)(F)F)C)=O)CC2=CC=C(C=C2)OC)C=C1 3-(Bis(4-methoxybenzyl)amino)-5-bromo-1-methyl-6-(trifluoromethyl)pyridin-2(1H)-one